ClC=1C2=C(C(N(C1)C1=CC(=CC(=C1)NC1COC1)C1(CC(C1)C)C1=NN=CN1C)=O)NC(=C2)CN2C[C@H](CCC2)C 4-Chloro-6-(3-((1S,3R)-3-methyl-1-(4-methyl-4H-1,2,4-triazol-3-yl)cyclobutyl)-5-(oxetan-3-ylamino)phenyl)-2-(((S)-3-methylpiperidin-1-yl)methyl)-1H-pyrrolo[2,3-c]pyridin-7(6H)-one